bis(3,5-dibromophenyl)-diphenylsilane BrC=1C=C(C=C(C1)Br)[Si](C1=CC=CC=C1)(C1=CC=CC=C1)C1=CC(=CC(=C1)Br)Br